COC=1C(=C(C=CC1)O)C(=C)C 3-methoxy-2-(prop-1-en-2-yl)phenol